5-((2-(2,6-dioxopiperidin-3-yl)-1-oxoisoindolin-4-yl)amino)-5-oxopentanoic acid O=C1NC(CCC1N1C(C2=CC=CC(=C2C1)NC(CCCC(=O)O)=O)=O)=O